ClC1=C(C=C(C(=N1)N[C@H]1[C@H](CCCC1)NC(OC(C)(C)C)=O)F)C#N tert-Butyl ((1S,2R)-2-((6-chloro-5-cyano-3-fluoropyridin-2-yl)amino)cyclohexyl)carbamate